ethyl (E)-4-[2-[2-[2-[2-[2-[2-[2-[bis(tertbutoxycarbonyl)amino]ethoxy]ethoxy]-ethoxy]ethoxy]ethoxy]ethoxy]ethoxy]but-2-enoate C(C)(C)(C)OC(=O)N(CCOCCOCCOCCOCCOCCOCCOC/C=C/C(=O)OCC)C(=O)OC(C)(C)C